N6-(tert-butoxycarbonyl)-N2-palmitoyl-L-lysyl-L-alanyl-L-alanine C(C)(C)(C)OC(=O)NCCCC[C@H](NC(CCCCCCCCCCCCCCC)=O)C(=O)N[C@@H](C)C(=O)N[C@@H](C)C(=O)O